bis-(3,4-epoxycyclohexyl) ether C1(CC2C(CC1)O2)OC2CC1C(CC2)O1